n-methyl-2-(4-(3-methyl-2-(2-methylpyridin-4-yl)-1H-indol-5-yl)piperidin-1-yl)ethan-1-amine CNCCN1CCC(CC1)C=1C=C2C(=C(NC2=CC1)C1=CC(=NC=C1)C)C